NC1=CC=C(C=C1)NC=1C(C2=CC=CC=C2C(C1)=O)=O 2-((4-aminophenyl)amino)naphthalene-1,4-dione